ethyl-2''-oxodispiro[cyclohexane-1,2'-pyrrolidin-3',3''-indoline]-5'-carboxamide C(C)N1C(C2(C3=CC=CC=C13)C1(NC(C2)C(=O)N)CCCCC1)=O